6-((3-(6-chloropyridin-3-yl)-5-cyclopropylisoxazol-4-yl)methoxy)-N-(3-methyloxetan-3-yl)pyridazine-3-carboxamide ClC1=CC=C(C=N1)C1=NOC(=C1COC1=CC=C(N=N1)C(=O)NC1(COC1)C)C1CC1